IC1=NNC2=CN=C(C=C21)C2=C(C=NC(=C2)OC)OCCNC 2-[[4-(3-iodo-1H-pyrazolo[3,4-c]pyridin-5-yl)-6-methoxy-3-pyridyl]oxy]-N-methyl-ethanamine